C(C)(C)(C)OC(=O)NC(=N)N(SCC1=CC=C(C=C1)C=O)C(=O)OC(C)(C)C N,N'-Di-t-Butoxycarbonyl-N'-(4-formylphenylmethylthio)guanidine